FC1=C(C=C(C2=C1C=C(O2)CNC(=O)C=2C=NN1C2N=CC=C1)C(=O)OC)F methyl 4,5-difluoro-2-((pyrazolo[1,5-a]pyrimidine-3-carboxamido)methyl)benzofuran-7-carboxylate